N[C@@H](C(C1CC1)C1CC1)C=1N=C2N(N=C(C=C2)C(C)C2(C(NC[C@@H](C2)C(F)(F)F)=O)C(=O)OC)C1.C(C)(C)(C)[SiH2]O[SiH2]C(C)(C)C 1,3-di(tert-butyl) disiloxane Methyl (5R)-3-(1-(2-((S)-1-amino-2,2-dicyclopropylethyl)imidazo[1,2-b]pyridazin-6-yl)ethyl)-2-oxo-5-(trifluoromethyl)piperidine-3-carboxylate